NC1=NC(=C(C(=C1C#N)C1=CC=C(C=C1)OC1COC1)C#N)SCC1COC1 2-amino-6-((oxetan-3-ylmethyl)thio)-4-(4-(oxetan-3-yloxy)phenyl)pyridine-3,5-dicarbonitrile